CO[C@@H]1CC[C@H](CC1)NC(=O)C=1C=NN2C1C=C(C=C2)C2=CNC=1N=C(N=CC12)CCC(F)(F)F N-(trans-4-methoxycyclohexyl)-5-(2-(3,3,3-trifluoropropyl)-7H-pyrrolo[2,3-d]pyrimidin-5-yl)pyrazolo[1,5-a]pyridine-3-carboxamide